4-CYCLOPROPYL-3-(3-FLUOROPYRIDIN-4-YL)-N-(2-(TRIFLUOROMETHYL)PYRIDIN-4-YL)ISOTHIAZOLE-5-CARBOXAMIDE C1(CC1)C=1C(=NSC1C(=O)NC1=CC(=NC=C1)C(F)(F)F)C1=C(C=NC=C1)F